3'-((2-hydroxy-3,4-dioxocyclobut-1-en-1-yl)amino)-N-(2-methoxyethyl)-5'-(1H-tetrazol-5-yl)-[1,1'-biphenyl]-4-carboxamide OC1=C(C(C1=O)=O)NC=1C=C(C=C(C1)C1=NN=NN1)C1=CC=C(C=C1)C(=O)NCCOC